oxazepinocyclopropane N=1OC=CC=C2C1C2